4-[3-bromo-N-(2,2-difluoroethyl)-5-fluoro-anilino]-5,6-difluoro-1H-quinazolin-2-one BrC=1C=C(N(CC(F)F)C2=NC(NC3=CC=C(C(=C23)F)F)=O)C=C(C1)F